CN1CCN(C(C2=C1N=C(C=C2)C)=O)C2=CC(=CC=C2)O[C@H](CCNC)C=2SC=CC2 (R)-1,8-dimethyl-4-(3-(3-(methylamino)-1-(thiophen-2-yl)propoxy)phenyl)-1,2,3,4-tetrahydro-5H-pyrido[2,3-e][1,4]diazepin-5-one